OC1=CC=C(C=2NC(=C(C(C(N(C)C)([2H])[2H])([2H])[2H])C12)[2H])[2H] 4-hydroxy-N,N-dimethyltryptamine-d6